(S)-7-(2-Cyclopropyl-benzyl)-5-[1-(2-difluoromethyl-6-fluoro-phenyl)-piperidin-4-yl]-2,4-dimethyl-2,4,5,7-tetrahydro-pyrazolo[3,4-d]pyrimidin-6-on C1(CC1)C1=C(CN2C(N([C@H](C=3C2=NN(C3)C)C)C3CCN(CC3)C3=C(C=CC=C3F)C(F)F)=O)C=CC=C1